N1=CN(C=2CN([C@@H](CC21)C(=O)OCC2=CC=CC=C2)C(=O)OC(C)(C)C)C(=O)OC(C)(C)C 6-benzyl 3,5-di-tert-butyl (S)-6,7-dihydro-3H-imidazo[4,5-c]pyridine-3,5,6(4H)-tricarboxylate